1-[4-[5-(4,4,5,5-tetramethyl-1,3,2-dioxaborolan-2-yl)-2-pyridyl]piperazin-1-yl]ethanone CC1(OB(OC1(C)C)C=1C=CC(=NC1)N1CCN(CC1)C(C)=O)C